4,4'-[(3-hydroxyphenyl)methylene]bis(2-isopropylphenol) OC=1C=C(C=CC1)C(C1=CC(=C(C=C1)O)C(C)C)C1=CC(=C(C=C1)O)C(C)C